S1C2=C(C(=C1)C1=NC(=NC=C1)NC1=C(C=C(C(=C1)[N+](=O)[O-])F)OC)C=CC=C2 4-(benzo[b]thiophen-3-yl)-N-(4-fluoro-2-methoxy-5-nitrophenyl)pyrimidin-2-amine